8-[3-(dimethylamino)propoxy]-6-(4-fluorophenyl)-N-[(6-methylpyridazin-3-yl)methyl]quinazolin-4-amine CN(CCCOC=1C=C(C=C2C(=NC=NC12)NCC=1N=NC(=CC1)C)C1=CC=C(C=C1)F)C